5-formyl-2-methyl-4-(2-(trifluoromethyl)pyrimidin-5-yl)benzonitrile C(=O)C=1C(=CC(=C(C#N)C1)C)C=1C=NC(=NC1)C(F)(F)F